CC=1C(C(C(NC1)=O)=O)=O methyltrioxopyridine